5-(8-fluoro-[1,2,4]triazolo[1,5-a]pyridin-6-yl)-N-((1-(trifluoromethyl)cyclopropyl)methyl)-7H-pyrrolo[2,3-d]pyrimidin-2-amine FC=1C=2N(C=C(C1)C1=CNC=3N=C(N=CC31)NCC3(CC3)C(F)(F)F)N=CN2